FC=1C=C(C=C(C1C=1C=C2C(=CN1)NN=C2C2=CC=C(C=C2)OC)F)CNC 1-(3,5-difluoro-4-(3-(4-methoxyphenyl)-1H-pyrazolo[3,4-c]pyridin-5-yl)phenyl)-N-methylmethanamine